ClC1=CC(=C(C=C1Cl)C(C1CCN(CC1)C(C)=O)N1CCCC1)O 1-(4-((4,5-dichloro-2-hydroxyphenyl)(pyrrolidin-1-yl)methyl)piperidin-1-yl)ethanone